3-acryloxypropyl-methoxysilane C(C=C)(=O)OCCC[SiH2]OC